(N-benzyl)glycinate C(C1=CC=CC=C1)NCC(=O)[O-]